Gadolinium (2R,2'R,2''R)-2,2',2''-{10-[(1R)-1-carboxy-4-{4-[2-(2-ethoxyethoxy)ethoxy]phenyl}butyl]-1,4,7,10-tetraazacyclododecan-1,4,7-triyl}tris(3-hydroxypropanoat) C(=O)(O)[C@@H](CCCC1=CC=C(C=C1)OCCOCCOCC)N1CCN(CCN(CCN(CC1)[C@@H](C(=O)[O-])CO)[C@@H](C(=O)[O-])CO)[C@@H](C(=O)[O-])CO.[Gd+3]